C1NCN2CNCCC21 octahydroimidazo[1,5-c]pyrimidine